ClC1=NC(=C2C(=N1)N(N=C2)C)NCC2=CC(=C(C=C2)C)Cl 6-chloro-N-[(3-chloro-4-methylphenyl)methyl]-1-methyl-1H-pyrazolo[3,4-d]pyrimidin-4-amine